ClC=1C=C(C=CC1Cl)CC(=O)N1[C@@H]2CC[C@H]1CC=1C(=NC=CC12)F 2-(3,4-dichlorophenyl)-1-((5R,8S)-1-fluoro-6,7,8,9-tetrahydro-5H-5,8-epiminocyclohepta-[c]pyridin-10-yl)ethan-1-one